2-[(2S)-4-[2-[[(2S)-1-methylpyrrolidin-2-yl]methoxy]-8-[8-(trifluoromethyl)-1-naphthyl]-5,6,7,9-tetrahydropyrimido[4,5-c]azepin-4-yl]piperazin-2-yl]acetonitrile CN1[C@@H](CCC1)COC=1N=C(C2=C(CN(CCC2)C2=CC=CC3=CC=CC(=C23)C(F)(F)F)N1)N1C[C@@H](NCC1)CC#N